(R)-4-((4-(1-(2-cyano-1-cyclopentylethyl)-1H-pyrazol-4-yl)-7H-pyrrolo[2,3-d]pyrimidin-2-yl)amino)benzoic acid C(#N)C[C@H](C1CCCC1)N1N=CC(=C1)C=1C2=C(N=C(N1)NC1=CC=C(C(=O)O)C=C1)NC=C2